BrC=1C(=NN(C1C)C)C=O 4-bromo-1,5-dimethyl-1H-pyrazole-3-carbaldehyde